tert-butyl ((1s,4s)-4-((3-((2,3-dihydro-1H-inden-2-yl)carbamoyl)pyrazin-2-yl)carbamoyl)cyclohexyl)carbamate C1C(CC2=CC=CC=C12)NC(=O)C=1C(=NC=CN1)NC(=O)C1CCC(CC1)NC(OC(C)(C)C)=O